2-ethylhexyl sulfosuccinate S(=O)(=O)(O)C(C(=O)OCC(CCCC)CC)CC(=O)[O-]